CC1=C(C(=CC=C1)C)C1=NC=2NS(C=3C=CC=C(C(N(CC(OC(=C1)N2)C(=O)O)C)=O)C3)(=O)=O 6-(2,6-Dimethylphenyl)-12-methyl-2,2,13-trioxo-9-oxa-2λ6-thia-3,5,12,19-tetrazatricyclo[12.3.1.14,8]nonadeca-1(18),4(19),5,7,14,16-hexaene-10-carboxylic acid